((2S,4R)-4-hydroxy-2-((6-((6-methoxy-2-methyl-1,2,3,4-tetrahydroisoquinolin-7-yl)amino)-1H-pyrazolo[3,4-d]pyrimidin-1-yl)methyl)pyrrolidin-1-yl)ethan-1-one O[C@@H]1C[C@H](N(C1)C(C)=O)CN1N=CC=2C1=NC(=NC2)NC2=C(C=C1CCN(CC1=C2)C)OC